CN1CC=CC(=C1)N1CCN(CC1)CC=1C=CC=2C3C(C(NC2C1)=O)C3 n-methyl-5-(4-((2-oxo-1a,2,3,7b-tetrahydro-1H-cyclopropa[c]quinolin-5-yl)methyl)piperazin-1-yl)pyridine